tert-butyl 4-(1-((2-(trimethylsilyl)ethoxy)methyl)-1H-pyrazolo[3,4-b]pyridin-3-yl)piperidine-1-carboxylate C[Si](CCOCN1N=C(C=2C1=NC=CC2)C2CCN(CC2)C(=O)OC(C)(C)C)(C)C